NC=1C(=C(C=C2C=C(N=CC12)NC(O[C@@H]1CO[C@H]2OCC[C@H]21)=O)C2=C(C1=C(OCCN1)N=C2)C)F (3S,3aS,6aR)-hexahydrofuro[2,3-b]furan-3-yl (8-amino-7-fluoro-6-(8-methyl-2,3-dihydro-1H-pyrido[2,3-b][1,4]oxazin-7-yl)isoquinolin-3-yl)carbamate